COC1=CC=C(C=C1)CS para-methoxyphenylmethanethiol